ClC1=C2C=CC(N(C2=NC=C1)CC1=CC=C(C=C1)OC)=O 5-chloro-1-(4-methoxybenzyl)-1,8-naphthyridin-2(1H)-one